tert-butyl (7-(dimethylphosphoryl)benzo[d][1,3]dioxol-4-yl)(prop-2-yn-1-yl)carbamate CP(=O)(C)C1=CC=C(C2=C1OCO2)N(C(OC(C)(C)C)=O)CC#C